C1(=CC(=CC=C1)C(=O)N)C1=CC=CC=C1 3-biphenyl-amide